morpholineselon N1C(COCC1)=[Se]